tert-Butyl (1-(2-(benzyloxy)phenyl)cyclopropyl)carbamate C(C1=CC=CC=C1)OC1=C(C=CC=C1)C1(CC1)NC(OC(C)(C)C)=O